NC=1C=C2C(=C(C(=NC2=CC1OCC)CC)C#N)NC 6-amino-7-ethoxy-2-ethyl-4-(methylamino)quinoline-3-carbonitrile